O=C1NC(=NC2=NC=CN=C12)SCC(NC=1SC=CN1)=O 4-oxo-2-((2-oxo-2-(thiazol-2-ylamino)ethyl)thio)pteridin